1,2-Pentynediol C(C(C#CC)O)O